C(C)OC(=O)C=1SC(=NN1)C1(CC1)C1=CC=CC=C1 5-(1-phenylcyclopropyl)-1,3,4-thiadiazole-2-carboxylic acid ethyl ester